1-{2-[1-(cyclopropylmethyl)-1H-pyrrolo[2,3-b]pyridin-2-yl]-7-methoxy-1-methyl-1H-1,3-benzodiazole-5-carbonyl}-5-(methylamino)piperidin-3-ol C1(CC1)CN1C(=CC=2C1=NC=CC2)C2=NC1=C(N2C)C(=CC(=C1)C(=O)N1CC(CC(C1)NC)O)OC